C1(CCCCC1)CO[C@@H]([C@H](C(N1CCCCC1)=O)C1N(CC12CNCC2C(=O)N)C(=O)[C@@H]2C(C2)(C)C)C ((2R,3R)-3-(cyclohexylmethoxy)-1-oxo-1-(piperidin-1-yl)butan-2-yl)-2-((S)-2,2-dimethylcyclopropane-1-carbonyl)-2,6-diazaspiro[3.4]octane-8-carboxamide